[I+].C(CC1=CC=CC=C1)[NH3+] phenethyl-ammonium iodine